NC1=NC=C(C=C1N1CCN(CC1)C(=O)OC(C)(C)C)OC1=C(C(=CC=C1)Br)C(=O)OC tert-butyl 4-(2-amino-5-(3-bromo-2-(methoxycarbonyl)phenoxy)pyridin-3-yl)piperazine-1-carboxylate